2-isopropyl-4,4,5,5-tetramethyl-1,3,2-dioxaborolane C(C)(C)B1OC(C(O1)(C)C)(C)C